(R)-5-(2,4-dimethylpiperazin-1-yl)-2-(4-isopropyl-5-(8-methoxy-[1,2,4]triazolo[1,5-a]pyridin-6-yl)-1H-pyrazol-3-yl)-4-methylthiazole C[C@H]1N(CCN(C1)C)C1=C(N=C(S1)C1=NNC(=C1C(C)C)C=1C=C(C=2N(C1)N=CN2)OC)C